OCC1(CCC1)NC=1C2=C(N=C(N1)C1=CC3=C(NS4(C3CCC4)=O)C=C1)CC[S@]2=O 8-((R)-4-((1-(Hydroxymethyl)cyclobutyl)amino)-5-oxido-6,7-dihydrothieno[3,2-d]pyrimidin-2-yl)-1,2,3,9b-tetrahydrobenzo[c]thieno[2,1-e]isothiazole 4-oxide